tert-butyl indoleglyoxylate N1C(=CC2=CC=CC=C12)C(C(=O)OC(C)(C)C)=O